6-chloro-1H-pyrazolo[4,3-c]pyridine-3-carbaldehyde ClC1=CC2=C(C=N1)C(=NN2)C=O